ClC=1NN=C2C(=C(C=CC12)\C=C(\C(=O)NC=1C(=NC=C(C1C)C#N)C)/F)F (2Z)-3-(3-chloro-7-fluoro-2H-indazol-6-yl)-N-(5-cyano-2,4-dimethylpyridin-3-yl)-2-fluoroprop-2-enamide